N1C[C@H](CC1)CNC1CC1 N-[[(3S)-pyrrolidin-3-yl]methyl]cyclopropylamine